N-(4-((3R,4S)-3-fluoro-4-methoxy-3-methylpiperidin-1-yl)-1,3,5-triazin-2-yl)-5-isopropyl-8-((2R,3S)-2-methyl-3-((methylsulfonyl)methyl)azetidin-1-yl)isoquinoline F[C@@]1(CN(CC[C@@H]1OC)C1=NC(=NC=N1)N1CC2=C(C=CC(=C2C=C1)C(C)C)N1[C@@H]([C@H](C1)CS(=O)(=O)C)C)C